NCC=1C=NC(=NC1)C1=C(C=C(C#N)C=C1)OC=1N(N=C(C1)C=1SC(=NN1)C)C 4-[5-(aminomethyl)pyrimidin-2-yl]-3-[2-methyl-5-(5-methyl-1,3,4-thiadiazol-2-yl)pyrazol-3-yl]oxybenzonitrile